(2E)-3-(Dimethylamino)-2-methyl-1-(6-{4-[1-(propan-2-yl)piperidin-4-yl]-1,4-diazepan-1-yl}pyridin-2-yl)prop-2-en-1-one CN(/C=C(/C(=O)C1=NC(=CC=C1)N1CCN(CCC1)C1CCN(CC1)C(C)C)\C)C